6-(cyclopropanecarboxamido)-4-((2-methoxy-3-(1-(4-(methoxy-d3)tetrahydrofuran-3-yl)-1H-pyrazol-4-yl)phenyl)amino)pyridazine-3-carboxamide C1(CC1)C(=O)NC1=CC(=C(N=N1)C(=O)N)NC1=C(C(=CC=C1)C=1C=NN(C1)C1COCC1OC([2H])([2H])[2H])OC